C(#N)C1=CC(=C(COC2=CC=CC(=N2)C=2CCN(CC2)C(=O)[O-])C=C1)F 6-((4-cyano-2-fluorobenzyl)oxy)-3',6'-dihydro-[2,4'-bipyridine]-1'(2'H)-carboxylate